FC1=C(C(=O)N2[C@@H]3[C@H](C[C@H]([C@H]2C2=CC=C(C=C2)NC2CCOCC2)C(=O)OC(C)(C)C)CCC3)C(=CC=C1)C Tert-butyl (2S,3R,4aS,7aS)-1-(2-fluoro-6-methyl-benzoyl)-2-[4-(tetrahydropyran-4-ylamino)phenyl]-2,3,4,4a,5,6,7,7a-octahydrocyclopenta[b]pyridine-3-carboxylate